N1N=NN=C1C1=NC2=CC=CC=C2C=C1 (1H-1,2,3,4-tetrazol-5-yl)quinolin